9-Chloro-7-(2,4-difluoro-phenyl)-7H-benzo[c]pyrimido[4,5-e]azepin ClC=1C=CC2=C(C(N=CC3=C2N=CN=C3)C3=C(C=C(C=C3)F)F)C1